ClC1=CC=C(C=C1)NC(=O)NC[C@]1(CN(CC1)C(C)(C)C=1C=NC(=CC1)C)CCC=1SC(=CC1)F |o1:12| (S or R)-1-(4-chlorophenyl)-3-((3-(2-(5-fluorothiophen-2-yl)ethyl)-1-(2-(6-methylpyridin-3-yl)propan-2-yl)pyrrolidin-3-yl)methyl)urea